4-methylbenzaldehyde oxime CC1=CC=C(C=NO)C=C1